1-methyl-1H-pyrazolo[3,4-b]pyridine-5-carbaldehyde CN1N=CC=2C1=NC=C(C2)C=O